COC1=CC=C2C(=N1)CC1(CCNCC1)[C@@H]2N[S@](=O)C(C)(C)C (R)-N-[(5S)-2-methoxy-5,7-dihydro-spiro[cyclopenta[b]pyridin-6,4'-piperidin]-5-yl]-2-methylpropan-2-sulfinamide